OCC(CC)OC=1C=CC(=NC1)C=O 5-((1-hydroxybutan-2-yl)oxy)picolinaldehyde